Br\C=C/1\[C@H]2CC[C@@H]([C@]2(CCC1)C)[C@@H](CN1CCC(CC1)C(F)(F)F)C 1-((2S)-2-((1R,3aS,7aR,E)-4-(bromomethylene)-7a-methyl-octahydro-1H-inden-1-yl)propyl)-4-(trifluoromethyl)piperidine